diheptyl-2,2'-dimethyl-4,4'-bipyridine bis(trifluoromethanesulfonyl)imide salt [N-](S(=O)(=O)C(F)(F)F)S(=O)(=O)C(F)(F)F.C(CCCCCC)C=1C(=C(C(=NC1)C)CCCCCCC)C1=CC(=NC=C1)C